C(=O)(OC(C)(C)C)N1CCC(CC1)COC1=C(C=C(C(=O)OC)C=C1)OC methyl 4-(N-Boc-4-piperidinylmethoxy)-3-methoxybenzoate